CC1=CC=C(C=C1)[C@H]1[C@H](C1)\C=C\C1=CC=C(C=C1)C 1-methyl-4-((1r,2r)-2-((E)-4-methylstyreneyl)cyclopropyl)benzene